N-(3-Cyano-2'-hydroxy-3'-(3-(piperazin-1-yl)isoxazol-5-yl)-[1,1'-biphenyl]-4-yl)acetamide 2,2,2-trifluoroacetate FC(C(=O)O)(F)F.C(#N)C=1C=C(C=CC1NC(C)=O)C1=C(C(=CC=C1)C1=CC(=NO1)N1CCNCC1)O